ClC1=C(C=C(C(=N1)OC)C1CCN(CC1)C(=O)OC(C)(C)C)C1(CC1)C=O tert-butyl 4-(6-chloro-5-(1-formylcyclopropyl)-2-methoxypyridin-3-yl)piperidine-1-carboxylate